CN(S(=O)(=O)C=1C=C(C(=O)NC2=NC(=CC=C2)C)C=CC1)C1=CC=CC=C1 3-(N-methyl-N-phenylsulfamoyl)-N-(6-methylpyridin-2-yl)benzamide